BrC(=CC1=CC=C(C=C1)O)Br 4-(2,2-dibromovinyl)-phenol